4-(4-bromophenyl)-5-(pyrrolidin-1-yl)-4,5-dihydroisoxazole-3-carboxylic acid ethyl ester C(C)OC(=O)C1=NOC(C1C1=CC=C(C=C1)Br)N1CCCC1